NC=1C(=CC=C(C(=O)OC)C1)F methyl 5-amino-4-fluorobenzoate